2,6-difluoro-N-(3-(2-(methylthio)-5-(2-(phenylamino)pyridin-4-yl)-1-((2-(trimethylsilyl)ethoxy)methyl)-1H-imidazol-4-yl)phenyl)benzamide FC1=C(C(=O)NC2=CC(=CC=C2)C=2N=C(N(C2C2=CC(=NC=C2)NC2=CC=CC=C2)COCC[Si](C)(C)C)SC)C(=CC=C1)F